8-fluoro-6-((R)-2-((3ar,5R,6as)-5-(2-fluorophenoxy)-3a-hydroxycyclopenta[c]pyrrol-2(1H)-yl)-1-hydroxyethyl)-3,4-dihydroquinolin-2(1H)-one FC=1C=C(C=C2CCC(NC12)=O)[C@H](CN1CC=2[C@@](C1)(C=C(C2)OC2=C(C=CC=C2)F)O)O